ClC(C1=NC(=NO1)C1=CC=C(C=C1)P(NC1CCCC1)(=O)C)(F)F P-(4-(5-(chlorodifluoromethyl)-1,2,4-oxadiazol-3-yl)phenyl)-N-cyclopentyl-P-methylphosphinic amide